(2S)-tert-butyl 2-(7-((3,4-difluorobenzyl)oxy)-9-oxo 2,3,4,9,11,11a-hexahydro-1H-pyrazino[1',2':3,4]imidazo[1,2-c]pyrimidine-2-carbonyl)azetidine-1-carboxylate FC=1C=C(COC=2C=C3N(C(N2)=O)CC2N3CCN(C2)C(=O)[C@H]2N(CC2)C(=O)OC(C)(C)C)C=CC1F